C(=O)C1CCC(CC1)N1N=C2C=C(C(=CC2=C1)NC(=O)C1=NC(=CC=C1)C(F)(F)F)C(C)(C)O N-[2-(4-formylcyclohexyl)-6-(1-hydroxy-1-methyl-ethyl)indazol-5-yl]6-(trifluoromethyl)pyridine-2-carboxamide